C(C)NS(=O)(=O)C1=C2C=CC=C(C2=CC=C1)NC([C@H](CC1=CC=CC=C1)NC(OC(C)(C)C)=O)=O (S)-tert-butyl 1-(5-(N-ethylsulfamoyl)naphthalen-1-ylamino)-1-oxo-3-phenylpropan-2-ylcarbamate